CC1CC2=CC=C(C=C2C1)C 2,5-DIMETHYL-2,3-DIHYDRO-1H-INDEN